4-(3,4-dimethoxyphenyl)-butyric acid COC=1C=C(C=CC1OC)CCCC(=O)O